(2R)-1-((4,4,8-Trimethyltricyclo[6.3.1.02,5]dodecan-1-yl)oxy)propan-2-ol CC1(CC2C3(CCCC(CCC12)(C3)C)OC[C@@H](C)O)C